5-(phenoxyacetyl)amino-3-(1,2,3,4,5,8-hexahydroindolizin-7-yl)pyrrolo[3,2-b]pyridine O(C1=CC=CC=C1)CC(=O)NC1=CC=C2C(=N1)C(=CN2)C2=CCN1CCCC1C2